BrC1=CC=C(C=C1)C(C)N1C(C=CC=C1)=O 1-(1-(4-bromophenyl)ethyl)pyridin-2(1H)-one